6-(4,4-Difluoro-3,3-dimethyl-but-1-ynyl)-1-(6-fluoro-1-methyl-[1,2,4]triazolo[4,3-a]quinazolin-5-yl)-3,5-dihydro-2H-4,1-benzoxazepine FC(C(C#CC1=CC=CC2=C1COCCN2C2=NC=1N(C3=CC=CC(=C23)F)C(=NN1)C)(C)C)F